C(#N)C1=C(N(C2=CC(=CC=C12)C(F)(F)F)C1CCC1)NC(CC(C)(C)C)=O N-(3-cyano-1-cyclobutyl-6-(trifluoromethyl)-1H-indol-2-yl)-3,3-dimethylbutyramide